3,3-Bis(aminomethyl)-5-(piperazin-1-yl)-2,3-dihydro-1,4-benzodioxine NCC1(OC2=C(OC1)C=CC=C2N2CCNCC2)CN